BrC1=C(C(=C(C=C1)OC)[N+](=O)[O-])F 1-bromo-2-fluoro-4-methoxy-3-nitrobenzene